(R*)-(3-amino-6-(oxetan-3-ylsulfonyl)-4,5,6,7-tetrahydro-pyrazolo[3,4-c]pyridin-2-yl)(8-methyl-1,2,3,4-tetrahydro-quinolin-4-yl)methanone NC=1N(N=C2CN(CCC21)S(=O)(=O)C2COC2)C(=O)[C@@H]2CCNC1=C(C=CC=C21)C |o1:19|